N-{[5-(3,3-difluorocyclobutyl)-6-fluoropyridin-2-yl](phenyl)methyl}-1-[2-(1-ethyl-2-oxo-1,2-dihydropyridin-3-yl)acetyl]-4-fluoropyrrolidine-2-carboxamide FC1(CC(C1)C=1C=CC(=NC1F)C(NC(=O)C1N(CC(C1)F)C(CC=1C(N(C=CC1)CC)=O)=O)C1=CC=CC=C1)F